BrC1=C(C=C(C=C1)COCCF)O 2-bromo-5-((2-fluoroethoxy)methyl)phenol